2,6-bis(naphthalen-2-ylmethyl)aniline C1=C(C=CC2=CC=CC=C12)CC1=C(N)C(=CC=C1)CC1=CC2=CC=CC=C2C=C1